NC1=NN2C(C=C(C=C2)C=2C=C(C(=NC2C)OC)C(=O)NCC2=C(C=CC(=C2)F)OCC2CCCC2)=N1 5-{2-amino-[1,2,4]triazolo-[1,5-a]pyridin-7-yl}-N-{[2-(cyclopentylmethoxy)-5-fluorophenyl]methyl}-2-methoxy-6-methylpyridine-3-carboxamide